2-(pyridin-3-yl)-1-azabicyclo[2.2.2]octane N1=CC(=CC=C1)C1N2CCC(C1)CC2